2-chloro-N-(5-methyl-1,3,4-oxadiazol-2-yl)-3-[(rac)-methylsulfinyl]-4-(trifluoromethyl)benzamide ClC1=C(C(=O)NC=2OC(=NN2)C)C=CC(=C1[S@](=O)C)C(F)(F)F |r|